C(C1=CC=CC=C1)SC1=C(C(=O)O)C=CC=C1.C(CCP(C1=CC=CC=C1)(C1=CC=CC=C1)C1=CC=CC=C1)P(C1=CC=CC=C1)(C1=CC=CC=C1)C1=CC=CC=C1 propane-1,3-diylbis(triphenylphosphine) 2-(benzylthio)benzoate